COC1=CC2=C(C=C1O)C1COC3=CC=CC=C3C1O2 9-Methoxy-6a,11a-dihydro-6H-benzofuro[3,2-c]chromen-8-ol